P(SCCCCCC(C)C)(SCCCCCC(C)C)[O-].[Zn+2].C(CCCCC(C)C)SP(SCCCCCC(C)C)[O-] Zinc di(isooctyl) dithiophosphite